FC(CN1[C@@H](CCC1)C1CCN(CC1)C1CC2(C1)CN(CC2)C(=O)OCC)(F)F ethyl (S)-2-(4-(1-(2,2,2-trifluoroethyl)pyrrolidin-2-yl)piperidin-1-yl)-6-azaspiro[3.4]octane-6-carboxylate